ClC1=CC=C(CC2C(N(CC2)C=2N=NC(=CC2)C2=CC=NC=C2)=S)C=C1 3-(4-chlorobenzyl)-1-(6-(pyridin-4-yl)pyridazin-3-yl)pyrrolidine-2-thione